5-(3-{[(tert-Butyldimethylsilyl)oxy]methyl}-2-fluorophenyl)-3-fluoro-2-(3-propoxyazetidin-1-yl)pyridine [Si](C)(C)(C(C)(C)C)OCC=1C(=C(C=CC1)C=1C=C(C(=NC1)N1CC(C1)OCCC)F)F